(R)-1-((7-cyano-2-(3'-(3-formyl-1,7-naphthyridin-8-ylamino)-2,2'-dimethylbiphenyl-3-yl)benzo[d]oxazol-5-yl)methyl)-3-methylpyrrolidine-3-carboxylic acid C(#N)C1=CC(=CC=2N=C(OC21)C=2C(=C(C=CC2)C2=C(C(=CC=C2)NC=2N=CC=C1C=C(C=NC21)C=O)C)C)CN2C[C@@](CC2)(C(=O)O)C